trans-4-((5-(1-(2-Hydroxyethyl)-2-methyl-1H-benzo[d]imidazol-6-yl)-4-methoxypyrrolo[2,1-f][1,2,4]triazin-2-yl)amino)-1-methylcyclohexan-1-ol OCCN1C(=NC2=C1C=C(C=C2)C=2C=CN1N=C(N=C(C12)OC)NC1CCC(CC1)(O)C)C